2-(2,3-Dihydro-[1,4]dioxino[2,3-b]pyridin-2-ylmethoxy)-9-piperidin-1-ylmethyl-6,7-dihydro-pyrimido[6,1-a]isoquinolin-4-one O1C(COC2=NC=CC=C21)COC2=NC(N1C(C3=CC=C(C=C3CC1)CN1CCCCC1)=C2)=O